(4'-methyl[1,1'-biphenyl]-4-yl)diphenyl-sulfonium CC1=CC=C(C=C1)C1=CC=C(C=C1)[S+](C1=CC=CC=C1)C1=CC=CC=C1